NC1=C(C(C=2OC3=C(C2O1)C=CC=C3)C3=CC=C(C=C3)[N+](=O)[O-])C#N 2-amino-4-(4-nitrophenyl)-4H-pyrano[3,2-b]benzofuran-3-carbonitrile